6-(6-ethoxy-4-methyl-3-pyridyl)-5-[4-[(3S)-1-(3-fluoropropyl)pyrrolidin-3-yl]oxyphenyl]-8,9-dihydro-7H-benzo[7]annulen-2-ol C(C)OC1=CC(=C(C=N1)C1=C(C2=C(CCC1)C=C(C=C2)O)C2=CC=C(C=C2)O[C@@H]2CN(CC2)CCCF)C